C(=O)C=1C=C(/C=C/C2=C\C(\CC(C2)(C)C)=C(/C#N)\[N+]#[C-])C=CC1O (E)-2-(3-((E)-3-formyl-4-hydroxystyryl)-5,5-dimethylcyclohex-2-en-1-ylidene)-2-isocyanoacetonitrile